C(C1=CC=CC=C1)OC=1C=NC(=NC1)CN1N=CC(=C1)B1OC(C(O1)(C)C)(C)C 5-benzyloxy-2-[[4-(4,4,5,5-tetramethyl-1,3,2-dioxaborolan-2-yl)pyrazol-1-yl]methyl]pyrimidine